8-[1-[[6-chloro-2-(7-fluoro-1-hydroxy-3H-2,1-benzoxaborol-6-yl)-3-pyridyl]amino]ethyl]-2-isopropyl-3,6-dimethyl-chromen-4-one ClC1=CC=C(C(=N1)C1=C(C2=C(COB2O)C=C1)F)NC(C)C=1C=C(C=C2C(C(=C(OC12)C(C)C)C)=O)C